COC(=O)C1=C(SC2=C1C=CC(=C2)O)N(CC2=CC=C(C=C2)C)C(C)=O 2-[acetyl-(4-methylbenzyl)amino]-6-hydroxy-1-benzothiophene-3-carboxylic acid methyl ester